BrC=1C=NC=CC1NC=C(C(=O)OCC)C(=O)OCC Diethyl {[(3-bromopyridin-4-yl)amino]methylene}malonate